2-chloro-N-(5-(8-ethyl-2,7-difluoroquinazolin-6-yl)-3-fluoro-6-methoxypyridin-2-yl)benzenesulfonamide ClC1=C(C=CC=C1)S(=O)(=O)NC1=NC(=C(C=C1F)C=1C=C2C=NC(=NC2=C(C1F)CC)F)OC